C(C)OP(=O)(OCC)C(C(=O)OC(C)(C)C)CC(=N)NO tert-butyl 2-(diethoxyphosphoryl)-4-(hydroxyamino)-4-iminobutyrate